(S)-5-chloro-N-(3-(1-((2-ethyl-2H-pyrazolo[3,4-b]pyrazin-6-yl)amino)ethyl)phenyl)thiophene-2-carboxamide ClC1=CC=C(S1)C(=O)NC1=CC(=CC=C1)[C@H](C)NC=1C=NC=2C(N1)=NN(C2)CC